CC(C)(C)C(O)C=1C=NC(=NC1)C1=CC=C(C=C1)C1=CC=C(C=C1)OC(F)(F)F α-(1,1-dimethylethyl)-[4'-(trifluoromethoxy)[1,1'-biphenyl]-4-yl]-5-pyrimidinemethanol